ClC1=NC=C(C(=N1)Cl)C 2,4-dichloro-5-methylPyrimidine